FC=1C(=NC(=NC1)NC1=C(C(=CC=C1)S(=O)(=O)C)F)C1=CNC2=C(C=CC=C12)NC(C(C)N1C[C@@H](N([C@H](C1)C)C(=O)OC(C)(C)C)C)=O Tert-butyl (2S,6S)-4-(1-((3-(5-fluoro-2-((2-fluoro-3-(methylsulfonyl)phenyl)amino)pyrimidin-4-yl)-1H-indol-7-yl)amino)-1-oxopropan-2-yl)-2,6-dimethylpiperazine-1-carboxylate